(3S)-3-[2-(6-amino-2-fluoro-3-pyridinyl)-4-fluoro-1H-imidazol-5-yl]-7-[5-Chloro-2-(1H-tetrazol-1-yl)phenyl]-2,3-dihydro-5(1H)-indolizinone NC1=CC=C(C(=N1)F)C=1NC(=C(N1)F)[C@@H]1CCC2=CC(=CC(N12)=O)C1=C(C=CC(=C1)Cl)N1N=NN=C1